glyceryl stearate ((2-oxo-1,3-dioxolan-4-yl) methyl stearate) O=C1OCC(O1)CC(C(=O)O)CCCCCCCCCCCCCCCC.C(CCCCCCCCCCCCCCCCC)(=O)OCC(O)CO